2-[[4-amino-8-(cis-4-aminocyclohexyloxy)-5,5-dimethyl-6H-benzo[H]quinazolin-7-yl]-ethyl-amino]ethanol NC1=NC=NC=2C3=C(CC(C12)(C)C)C(=C(C=C3)O[C@@H]3CC[C@@H](CC3)N)N(CCO)CC